BrC1=CC=C(C=C1)C1OCC(CO1)(C)C 2-(4-bromophenyl)-5,5-dimethyl-1,3-dioxane